N1=NC=C(C=C1)C1=CC=C(N1)C(=O)O 5-(pyridazin-4-yl)-1H-pyrrole-2-carboxylic acid